O1C(CCCC1)OC1CCC(CC1)C(=O)OC methyl 4-((tetrahydro-2H-pyran-2-yl)oxy)cyclohexane-1-carboxylate